nicotinic acid-β-butoxyethyl ester C(CCC)OCCOC(C1=CN=CC=C1)=O